benzyl-2,4-dichlorophenylamine C(C1=CC=CC=C1)NC1=C(C=C(C=C1)Cl)Cl